2,3,4,5-tetrafluoro-6-(fluoromethoxy)-N,N-bis(4-methoxybenzyl)benzenesulfonamide FC1=C(C(=C(C(=C1F)F)F)OCF)S(=O)(=O)N(CC1=CC=C(C=C1)OC)CC1=CC=C(C=C1)OC